2-geranyl-5-(2-hydroxydecyl)-dihydroxybenzoic acid C(\C=C(/C)\CCC=C(C)C)C1=C(C(=O)O)C=C(C(=C1O)O)CC(CCCCCCCC)O